ClC1=CC=C2C(=C1)NC(C21N(C(C=2N=C(N(C21)C(C)C)C2=C(C=C(C(=O)N(C)C)C=C2)OC)=O)C2=C(C=CC(=C2)Cl)C)=O 4-(6-chloro-5'-(5-chloro-2-methylphenyl)-3'-isopropyl-2,6'-dioxo-5',6'-dihydro-3'H-spiro[indoline-3,4'-pyrrolo[3,4-d]imidazole]-2'-yl)-3-methoxy-N,N-dimethylbenzamide